6-(3-methoxy-4-((1-methylpiperidin-4-yl)methoxy)phenylamino)-3-morpholino-quinoxaline-5-carbonitrile COC=1C=C(C=CC1OCC1CCN(CC1)C)NC1=C(C=2N=C(C=NC2C=C1)N1CCOCC1)C#N